C(C)N(C1=CC=C2C=C(C(OC2=C1)=O)C#N)CC 7-(diethylamino)coumarin-3-nitrile